(rac)-2-(2-oxo-4-(o-tolyl)-2H-chromen-7-yl)cyclopropane-1-carboxamide O=C1OC2=CC(=CC=C2C(=C1)C1=C(C=CC=C1)C)C1C(C1)C(=O)N